(S)-5-((R)-3-cyclopentyl-2-((N-hydroxyformamido)methyl)propionyl)-N-(5-fluoropyridin-2-yl)-5-azaspiro[2.4]heptane-6-carboxamide C1(CCCC1)C[C@@H](C(=O)N1CC2(CC2)C[C@H]1C(=O)NC1=NC=C(C=C1)F)CN(C=O)O